ClC=1C=NN2C1N=C(C=C2N)CC.[N] Nitrogen 3-chloro-5-ethylpyrazolo[1,5-a]pyrimidin-7-amine